NC1=NC2=CC=C(C=C2C=C1C)C(=O)N(N(C)CCO)CC1=NC=C(C=C1)C(F)(F)F 2-amino-N'-(2-hydroxyethyl)-N',3-dimethyl-N-((5-(trifluoromethyl)pyridin-2-yl)methyl)quinoline-6-carbohydrazide